imidazo[1,2-a]pyrimidin-6-ylboronic acid N=1C=CN2C1N=CC(=C2)B(O)O